[Si](C1=CC=CC=C1)(C1=CC=CC=C1)(C(C)(C)C)OC1CC2(C1)CC(C2)C=O 2-[tert-butyl(diphenyl)silyl]oxyspiro[3.3]heptane-6-carbaldehyde